NCC=1C=C(C=CC1)N1N=C(C=C1C(=O)NC1=C(C=CC(=C1)C(C1=CC=CC=C1)NCC1CC1)F)C(=O)N (3-(aminomethyl)phenyl)-N5-(5-((cyclopropylmethylamino)-(phenyl)methyl)-2-fluorophenyl)-1H-pyrazole-3,5-dicarboxamide